Methyl {8-fluoro-2-[4-(3-methoxyphenyl)-1-piperazinyl]-3-[3-(trifluoromethyl)phenyl]-3,4-dihydro-4-quinazolinyl}acetate FC=1C=CC=C2C(N(C(=NC12)N1CCN(CC1)C1=CC(=CC=C1)OC)C1=CC(=CC=C1)C(F)(F)F)CC(=O)OC